BrC1=C2C(=NC(=C1)C(=O)OC)N(C=C2)CC methyl 4-bromo-1-ethyl-pyrrolo[2,3-b]pyridine-6-carboxylate